Cl.O1CC(=CC1)C1=CC=C2C(=CC=NC2=C1)OC1=CC=C(C=C1)NC(=O)C1(CC1)C(=O)NC1=CC=C(C=C1)F 1-N-[4-[7-(2,5-dihydrofuran-3-yl)quinolin-4-yl]Oxyphenyl]-1-N'-(4-fluorophenyl)cyclopropane-1,1-dicarboxamide hydrochloride